OC1=CC=C(C=C1)C(C)(C)C1=CC=C(C=C1)C(C)(C)C1=CC=C(C=C1)O α,α'-di(4-hydroxyphenyl)-p-diisopropylbenzene